2-ethyl-6,6-dimethyl-1,3-cyclohexadiene C(C)C1=CC(CC=C1)(C)C